ortho-aminobenzyl carbonate C(OCC1=C(C=CC=C1)N)([O-])=O